3,10-bis(2,4,6-trimethylphenyl)perylene CC1=C(C(=CC(=C1)C)C)C=1C=CC=2C=3C=CC(=C4C=CC=C(C5=CC=CC1C52)C43)C4=C(C=C(C=C4C)C)C